CS(=O)(=O)CCCN1C(=NC2=C3CC[C@@H](NC3=CC=C21)C)CCN2C(C=CC=C2)=O (7S)-3-(3-Methansulfonylpropyl)-7-methyl-2-[2-(2-oxo-1,2-dihydropyridin-1-yl)ethyl]-3H,6H,7H,8H,9H-imidazo[4,5-f]chinolin